CN1C(C(CCC1)CN1C=NC2=CC=C(C=C2C1=O)OC1=CC(=NC=C1)C=1C=NN(C1)C)=O 3-[(1-methyl-2-oxo-3-piperidyl)methyl]-6-{[2-(1-methylpyrazol-4-yl)-4-pyridyl]oxy}quinazolin-4-one